1,1,1,3,3,3-Hexafluoropropan-2-yl 1-(2-chloro-3-(piperidin-1-yl) benzyl)-1,8-diazaspiro[4.5]decane-8-carboxylate ClC1=C(CN2CCCC23CCN(CC3)C(=O)OC(C(F)(F)F)C(F)(F)F)C=CC=C1N1CCCCC1